9,9'-(5-(2,6-diphenylpyrimidin-4-yl)-1,3-phenylene)bis(3,6-difluoro-9H-carbazole) C1(=CC=CC=C1)C1=NC(=CC(=N1)C=1C=C(C=C(C1)N1C2=CC=C(C=C2C=2C=C(C=CC12)F)F)N1C2=CC=C(C=C2C=2C=C(C=CC12)F)F)C1=CC=CC=C1